O=C([C@@H](C)NC(C)=O)N1CCN(CC1)C1=CC(=CC=C1)OC(F)(F)F (R,S)-N-(1-oxo-1-(4-(3-(trifluoromethoxy)phenyl)piperazin-1-yl)propan-2-yl)acetamide